C1(=CC=C(C=C1)C(CC(=O)O)NC1=CC=C(C=C1)NC(C)=O)C1=CC=CC=C1 3-([1,1'-Biphenyl]-4-yl)-3-((4-acetamidophenyl)amino)propanoic acid